((3-(4-bromophenyl)prop-2-yn-1-yl)oxy)tetrahydro-2H-pyran BrC1=CC=C(C=C1)C#CCOC1OCCCC1